C1(=CC=CC=C1)\C(=C/C1=CC=CC=C1)\B1OC(C(O1)(C)C)(C)C (Z)-2-(1,2-Diphenylvinyl)-4,4,5,5-tetramethyl-1,3,2-dioxaborolane